FC=1C(=C2C(=NC1NC1=NC(=CC(=C1)NC)C)CCO2)C2=CC[C@H](CC2)N |r| N2-[6-fluoro-7-[rac-(4S)-4-aminocyclohexen-1-yl]-2,3-dihydrofuro[3,2-b]pyridine-5-yl]-N4,6-dimethyl-pyridine-2,4-diamine